NC=1C=C2C(C(=CN(C2=CC1)C(C)C)Br)=O 6-amino-3-bromo-1-isopropylquinolin-4(1H)-one